N-[(3R)-4,4-difluoro-1-{(5S)-5-[5-methyl-3-(2,4,6-trifluorophenyl)pyridin-2-yl]-4,5-dihydro-1,2-oxazol-3-yl}pyrrolidin-3-yl]methanesulfonamide FC1([C@@H](CN(C1)C1=NO[C@@H](C1)C1=NC=C(C=C1C1=C(C=C(C=C1F)F)F)C)NS(=O)(=O)C)F